O[C@H]1CC2=NC=CC=C2O[C@H]1C=1C=C(C(=CC1)O)O (2S,3S)-4-(3-hydroxy-3,4-dihydro-2H-pyrano[3,2-b]pyridin-2-yl)benzene-1,2-diol